N-[(1s,4s)-4-{[2-(trifluoromethyl)quinolin-4-yl]amino}cyclohexyl]pyridazine-4-carboxamide FC(C1=NC2=CC=CC=C2C(=C1)NC1CCC(CC1)NC(=O)C1=CN=NC=C1)(F)F